(R)-benzyl 4-oxohexahydro-1H-pyrido[1,2-a]pyrazine-2(6H)-carboxylate O=C1CN(C[C@@H]2N1CCCC2)C(=O)OCC2=CC=CC=C2